C1(NC2(N3C1=CC=CC3=O)CCC3(CC2)CC3)=O 2''H-dispiro[cyclopropane-1,1'-cyclohexane-4',3''-imidazo[1,5-a]pyridine]-1'',5''-dione